C(C1=CC=CC=C1)(=O)OC[C@H]1O[C@H]([C@@H](C1=C)OC(C)=O)N1N=CC=2C1=NC(=NC2N2C1CCC(C2)CC1)Cl ((2S,4R,5R)-5-(4-(2-azabicyclo[2.2.2]octan-2-yl)-6-chloro-1H-pyrazolo[3,4-d]pyrimidin-1-yl)-4-acetoxy-3-methylenetetrahydrofuran-2-yl)methyl benzoate